2,3,4,7,8,9,11,12,14,15,16,17-dodecahydro-1H-cyclopenta[a]phenanthren-3-ol C1CC(CC=2CCC3C4CCCC4CCC3C12)O